4-(4-isopropyl-5-(8-methyl-[1,2,4]triazolo[1,5-a]pyridin-6-yl)-1H-pyrazol-3-yl)-N,N-dimethylaniline C(C)(C)C=1C(=NNC1C=1C=C(C=2N(C1)N=CN2)C)C2=CC=C(N(C)C)C=C2